C(C)(C)N1N=CC(=C1)C1=CC(=NC=C1)NC[C@@H]1CC[C@H](CC1)C1=NC(=C(C=C1)OC)C 4-(1-Isopropyl-1H-pyrazol-4-yl)-N-((trans-4-(5-methoxy-6-methylpyridin-2-yl)cyclohexyl)methyl)pyridin-2-amine